(S)-3-(6-methyl-2-oxo-1,2-dihydro-3H-imidazo[4,5-b]pyridin-3-yl)pyrrolidine-1-carboxylic acid tert-butyl ester C(C)(C)(C)OC(=O)N1C[C@H](CC1)N1C(NC=2C1=NC=C(C2)C)=O